4-METHYLFURAN-2-BORONIC ACID CC=1C=C(OC1)B(O)O